N[C@H]([C@@H](C)CC)C(=O)O (2R,3S)-D-allo-isoleucine